2,3-dichloro-5,8-dihydroxynaphthoquinone ClC=1C(C2=C(C=CC(=C2C(C1Cl)=O)O)O)=O